N-(5-(2,2-dimethyl-2,3-dihydro-[1,4]dioxino[2,3-b]pyridin-6-yl)-4-((4-((trans-4-methoxycyclohexyl)oxy)-6-(methylsulfonyl)pyridin-2-yl)amino)pyridin-2-yl)acetamide CC1(OC=2C(=NC(=CC2)C=2C(=CC(=NC2)NC(C)=O)NC2=NC(=CC(=C2)O[C@@H]2CC[C@H](CC2)OC)S(=O)(=O)C)OC1)C